Br\C(\C)=C\C (E)-2-bromobut-2-ene